N-(5-(3-fluorophenoxy)thiazol-2-yl)-1-methyl-6-oxo-1,4,5,6-tetrahydropyridazine-3-carboxamide FC=1C=C(OC2=CN=C(S2)NC(=O)C2=NN(C(CC2)=O)C)C=CC1